2-(3-hydroxy-3,5-di-tert-butylphenyl)-2H-benzotriazole OC1(CC(=CC(=C1)C(C)(C)C)N1N=C2C(=N1)C=CC=C2)C(C)(C)C